1-(1,3-Bis(palmitoyloxy)propan-2-yl) 5-(1-(((ethylthio)carbonyl)oxy)ethyl) 3-methylpentanedioate CC(CC(=O)OC(COC(CCCCCCCCCCCCCCC)=O)COC(CCCCCCCCCCCCCCC)=O)CC(=O)OC(C)OC(=O)SCC